[Cu].[As] arsenic-copper